ClC1=CC2=C([C@@]3(OCC2O)C[C@H](N(CC3)C(C(F)(F)F)=O)C=3N=NN(C3)C)S1 1-((2s,4S)-2'-chloro-4'-hydroxy-2-(1-methyl-1H-1,2,3-triazol-4-yl)-4',5'-dihydrospiro[piperidine-4,7'-thieno[2,3-c]pyran]-1-yl)-2,2,2-trifluoroethan-1-one